CC(C)N(CCC(C1=CC=CC=C1)(C2=CC=CC=N2)C(=O)N)C(C)C The molecule is a monocarboxylic acid amide that is butanamide substituted by a diisopropylamino group at position 4, a phenyl group at position 2 and a pyridin-2-yl group at position 2. It is used as a anti-arrhythmia drug. It has a role as an anti-arrhythmia drug. It is a monocarboxylic acid amide, a member of pyridines and a tertiary amino compound.